OC1=CC=C(C=C1)C1=NC(=CC(=C1)C1=CC=C(C=C1)O)C1=CC=C(C=C1)O 2,4,6-tris(4-hydroxyphenyl)pyridine